O=C1NC(CCC1N1C(C2=CC=C(C=C2C1)CNC(=O)C=1COC2=CC=CC(=C2C1)F)=O)=O N-((2-(2,6-dioxopiperidin-3-yl)-1-oxoisoindolin-5-yl)methyl)-5-fluoro-2H-chromene-3-carboxamide